hexa-(4-formylphenoxy)cyclotriphosphazene C(=O)C1=CC=C(OP2(=NP(=NP(=N2)(OC2=CC=C(C=C2)C=O)OC2=CC=C(C=C2)C=O)(OC2=CC=C(C=C2)C=O)OC2=CC=C(C=C2)C=O)OC2=CC=C(C=C2)C=O)C=C1